15-Hydroxy-docos-17-enoic acid OC(CCCCCCCCCCCCCC(=O)O)CC=CCCCC